4-(4-((1R,5S)-3,8-diazabicyclo[3.2.1]octan-3-yl)-6,8-difluoro-2-(2-hydroxy-2-methylpropoxy)quinazolin-7-yl)naphthalen-2-ol [C@H]12CN(C[C@H](CC1)N2)C2=NC(=NC1=C(C(=C(C=C21)F)C2=CC(=CC1=CC=CC=C21)O)F)OCC(C)(C)O